CNC(C(F)F)=O N-Methyl-difluoroacetamide